[C@@H]1([C@H](O)[C@H](O)[C@@H](CO)O1)C1=CNC(=O)NC1=S 4-Thiopseudouridin